1-(5-amino-2-methylpentyl)-2,3-dicyclohexylguanidine NCCCC(CNC(=NC1CCCCC1)NC1CCCCC1)C